4-chlorobenzyl-N-(2,4-dichlorophenyl)-2-(1H-1,2,4-triazol-1-yl)thioacetamidate ClC1=CC=C(CC(C(=S)NC2=C(C=C(C=C2)Cl)Cl)N2N=CN=C2)C=C1